CN(CCC(C(CCN(CC1=CC=CC=C1)C)=C)=C)CC1=CC=CC=C1 N,N'-dimethyl-N,N'-dibenzyl-3,4-dimethylenehexane-1,6-diamine